CS(=O)(=O)OC1COCC2=C1C=CC(=C2)C(F)(F)F 7-(trifluoromethyl)-3,4-dihydro-1H-2-benzopyran-4-yl methanesulfonate